O1C(OCC1)COC1=NC2=C(C(=C(C=C2C(=N1)N1CCN(CC1)C(C=C)=O)Cl)C1=C2C=NNC2=CC=C1C)F 1-(4-(2-((1,3-dioxolan-2-yl)methoxy)-6-chloro-8-fluoro-7-(5-methyl-1H-indazol-4-yl)quinazolin-4-yl)piperazin-1-yl)prop-2-en-1-one